C(C=C)(=O)N1CCN(CC1)C1=NC=NC2=CC(=C(C=C12)Cl)C1=C(C(=O)N)C=CC(=C1)F 2-(4-(4-acryloyl-piperazin-1-yl)-6-chloro-quinazolin-7-yl)-4-fluoro-benzamide